NC1=CC(=C(C=C1)C1CCN(CC1)C(=O)OC(C)(C)C)C tert-butyl 4-(4-amino-2-methylphenyl)piperidine-1-carboxylate